2,2-dihydroxy-1-(3-ethenylphenyl)ethan-1-one OC(C(=O)C1=CC(=CC=C1)C=C)O